methyl 4-((7-hydroxy-3-iodo-5-((methoxycarbonyl)-amino)-1H-pyrazolo[4,3-d]pyrimidin-1-yl)methyl)-5-methoxypicolinate OC=1C2=C(N=C(N1)NC(=O)OC)C(=NN2CC2=CC(=NC=C2OC)C(=O)OC)I